NC[C@@]1(OC2=C(C1)C(=C(C=C2)Cl)C2=C(C(=O)N)C=CC(=C2F)OC)C2=C(C=CC=C2)F 2-((2S,4S)-2-(Aminomethyl)-5-chloro-2-(2-fluorophenyl)-2,3-dihydrobenzofuran-4-yl)-3-fluoro-4-methoxybenzamide